1-((2-butoxy-2-phenylvinyl)oxy)-2-methoxy-4-propylbenzene C(CCC)OC(=COC1=C(C=C(C=C1)CCC)OC)C1=CC=CC=C1